NC1=NN2C(C=C(C=C2)C2=C(C=NN2C([2H])([2H])[2H])OC[C@@H]2N(CC2)C(=O)OC(C)(C)C)=C1 tert-butyl (R)-2-(((5-(2-aminopyrazolo[1,5-a]pyridin-5-yl)-1-(methyl-d3)-1H-pyrazol-4-yl)oxy)methyl)azetidine-1-carboxylate